ClC1=NC=C(C(=N1)NC1=C(C=CC=C1)N(S(=O)(=O)C)C)Cl N-(2-((2,5-dichloropyrimidin-4-yl)amino)phenyl)-N-methylmethanesulfonamide